N[C@H](C(=O)OC)C1=CC(=CC=C1)OC(F)(F)F Methyl (S)-2-amino-2-(3-(trifluoromethoxy)phenyl)acetate